4-[(2,4-difluorobenzyl)oxy]-1-(4-methoxybenzyl)-6-methylpyridin-2(1H)-one FC1=C(COC2=CC(N(C(=C2)C)CC2=CC=C(C=C2)OC)=O)C=CC(=C1)F